N1N=CC2=CC=CC(=C12)CCOC1=NC=CC(=C1)C1=NOC(=N1)C(F)(F)F 3-(2-(2-(1H-Indazol-7-yl)ethoxy)pyridin-4-yl)-5-(trifluoromethyl)-1,2,4-oxadiazole